N-methoxy-1h-1,2,3-triazole-4-carboxamide CONC(=O)C=1N=NNC1